1'-(2-chloro-4-fluorophenyl)-2-(2-ethoxyphenyl)-7-[[(2R)-pyrrolidin-2-yl]methyl]spiro[6,8-dihydro-1,7-naphthyridine-5,4'-piperidine] ClC1=C(C=CC(=C1)F)N1CCC2(CC1)C=1C=CC(=NC1CN(C2)C[C@@H]2NCCC2)C2=C(C=CC=C2)OCC